CC1=NOC(=C1C=1C=C(OC2=C(C=C(C=C2C)NC(CCN2CCCCC2)=O)C)C=C(C1)NS(=O)(=O)C)C N-(4-(3-(3,5-dimethylisoxazol-4-yl)-5-(methylsulfonamido)phenoxy)-3,5-dimethylphenyl)-3-(piperidin-1-yl)propanamide